O1[C@@H](COCC1)CNC(=O)C1=C(C2=C(CC(C3=CN(N=C23)CC=2C=NC(=CC2)C)C)O1)C(F)(F)F N-{[(2R)-1,4-dioxan-2-yl]methyl}-4-methyl-2-[(6-methylpyridin-3-yl)methyl]-8-(trifluoromethyl)-4,5-dihydro-2H-furo[2,3-g]indazole-7-carboxamide